C1(CCCC1)C[C@@H](C(=O)N[C@@H](CC1=CC=CC=C1)C[C@@H]([C@H](CC1=CC=CC=C1)NC(COC1=C(C=CC=C1C)C)=O)O)N1C(NCCC1)=O (S)-3-cyclopentyl-N-((2S,4S,5S)-5-(2-(2,6-dimethylphenoxy)acetamido)-4-hydroxy-1,6-diphenylhexan-2-yl)-2-(2-oxotetrahydropyrimidin-1(2H)yl)propanamide